tert-butyl 1-(5-(3-(5-(pentan-3-ylcarbamoyl)oxazol-2-yl)phenyl)-1H-pyrazole-3-carbonyl)pyrrolidine-3-carboxylate CCC(CC)NC(=O)C1=CN=C(O1)C=1C=C(C=CC1)C1=CC(=NN1)C(=O)N1CC(CC1)C(=O)OC(C)(C)C